ClC=1C(=NC(=NC1)NC1=C(C=C(C=C1)N1C[C@@H](N(CC1)C)C)OC(F)F)NC1=C(SC=C1)C(=O)N (S)-3-((5-chloro-2-((2-(difluoromethoxy)-4-(3,4-dimethylpiperazin-1-yl)phenyl)amino)pyrimidin-4-yl)amino)thiophene-2-carboxamide